NC1=C(C=C(C(=O)OC)C=C1)N[C@@H]1COCC1(C)C Methyl (S)-4-amino-3-((4,4-dimethyltetrahydrofuran-3-yl)amino)benzoate